COC1=C(C=C2C=CC(OC2=C1)=O)O 7-methoxy-6-hydroxycoumarin